benzyl 4-[[(2R,6S)-4-(4-bromo-2-pyridyl)-2,6-dimethyl-piperazin-1-yl]methyl]piperidine-1-carboxylate BrC1=CC(=NC=C1)N1C[C@H](N([C@H](C1)C)CC1CCN(CC1)C(=O)OCC1=CC=CC=C1)C